pentaerythritol monopalmitate C(CCCCCCCCCCCCCCC)(=O)OCC(CO)(CO)CO